(R)-1-((1,4-dioxan-2-yl)methyl)-6-chloro-4,9-dihydro-3H-pyrido[3,4-b]indole O1[C@@H](COCC1)CC1=NCCC2=C1NC1=CC=C(C=C21)Cl